ClC=1C=C(C=CC1N1CCOCC1)N1C(C2=CC=CC=C2[C@@H]([C@H]1C1=CC2=C(OCCO2)C=C1)C(=O)O)=O |r| (3S,4S) and (3R,4R)-2-(3-chloro-4-morpholin-4-ylphenyl)-3-(2,3-dihydro-1,4-benzodioxin-6-yl)-1-oxo-1,2,3,4-tetrahydroisoquinoline-4-carboxylic acid